naphthalene-5-carboxylate C1=CC=CC=2C(=CC=CC12)C(=O)[O-]